CC1(OB(OC1(C)C)C=1C=C2CCC[C@@H](C2=CC1)NC[C@@H]1CCC(N1)=O)C (S)-5-((((S)-6-(4,4,5,5-tetramethyl-1,3,2-dioxaborolan-2-yl)-1,2,3,4-tetrahydronaphthalen-1-yl)amino)methyl)pyrrolidin-2-one